2,5-dimethyl-3-benzofuranacetic acid CC1(CC2=C(O1)C=CC(=C2)C)CC(=O)O